CN(C)CC1=CC=C(C=C1)C=C N,N-dimethyl-1-(4-vinyl-phenyl)methylamine